4-(4-iodo-6-methyl-1-(oxan-2-yloxy)propan-2-yl)oxylpyridin IC1CC(OC(C1)C)OCC(C)OC1=CC=NC=C1